4,5-dihydro-1H-pyrazole-1-carbimidothioate N1(N=CCC1)C(=N)[S-]